BrC1=CC2=C(C=C1OC)CSC1=C2N(N=C1C(=O)[O-])C1=CC(=CC(=C1)Cl)Cl 8-bromo-1-(3,5-dichlorophenyl)-7-methoxy-5H-isothiochromeno[4,3-c]pyrazole-3-carboxylate